ClC=1C=C2C(=C3C4(NC(NC13)=O)CCCCC4)OC(=C2)C(=O)NC2CCC(CC2)(F)F 5'-chloro-N-(4,4-difluorocyclohexyl)-7'-oxo-7',8'-dihydro-6'H-spiro[cyclohexane-1,9'-furo[2,3-f]quinazoline]-2'-carboxamide